N(=C=S)C1=NC=CC=C1N1C(CCC1)=O 1-(2-isothiocyanatopyridin-3-yl)pyrrolidin-2-one